ethylenedioxamide C(CNC(=O)C(=O)N)NC(=O)C(=O)N